C(C1=CC(=CC(=C1O)C(C)(C)C)C)C1=CC(=CC(=C1O)C(C)(C)C)C 2,2'-methylenebis(6-tertiary butyl-4-cresol)